4-pyridyl-benzaldehyde C1=CC=C(C(=C1)C=O)C2=CC=NC=C2